(3aR,6aS)-5-(5-phenyl-4,5-dihydro-1H-pyrazole-1-carbonyl)hexahydrocyclopenta[C]pyrrole-2(1H)-carboxylic acid tert-butyl ester C(C)(C)(C)OC(=O)N1C[C@@H]2[C@H](C1)CC(C2)C(=O)N2N=CCC2C2=CC=CC=C2